BrC1=CC=C(C=C1)N1C(C2(CC1)OC1=C(C2)C=C(C=C1)OC)=O (4-bromophenyl)-5-methoxy-3H-spiro[benzofuran-2,3'-pyrrolidin]-2'-one